CN(C)\C=C/1\C[C@H](N(C1=O)C(=O)OC(C)(C)C)C(=O)OC 1-(tert-butyl) 2-methyl (S,Z)-4-((dimethylamino)methylene)-5-oxopyrrolidine-1,2-dicarboxylate